3-methylimidazolium bis(trifluoromethylsulfonyl)imide salt [N-](S(=O)(=O)C(F)(F)F)S(=O)(=O)C(F)(F)F.C[N+]1=CNC=C1